NC1CC(C1)C1=CC=C(C=C1)C1=CC=C(C=C1)C=CC(CO)N1C(=NC=C1)[C@H](C)O 4-(4'-(3-aminocyclobutyl)-[1,1'-biphenyl]-4-yl)-2-(2-((S)-1-hydroxyethyl)-1H-imidazol-1-yl)but-3-en-1-ol